ClC1=C(C=CC=C1)N1C(N=C(C2=CC=C(C=C12)C1CC1)NCC#C)=O 1-(2-chlorophenyl)-7-cyclopropyl-4-(prop-2-yn-1-ylamino)quinazolin-2(1H)-one